CN(S(=O)(=O)C1=CC=C(C=C1)S(=O)(=O)NC1=NN(C=C1C=1CCN(CC1)C(=O)OCCCC)C)C butyl 4-(3-((4-(N,N-dimethylsulfamoyl)phenyl)sulfonamido)-1-methyl-1H-pyrazol-4-yl)-3,6-dihydropyridine-1(2H)-carboxylate